C(C1CO1)O[Si](OC)(OC)OC (2,3-epoxypropoxy)trimethoxysilane